1-(((1R,5s,6r)-3-(3-fluoro-5-isobutyl-2-(2H-tetrazol-5-yl)phenyl)-3-azabicyclo[3.1.0]hexane-6-yl)-methyl)pyridin-2(1H)-one FC=1C(=C(C=C(C1)CC(C)C)N1C[C@H]2C([C@H]2C1)CN1C(C=CC=C1)=O)C=1N=NNN1